4-(methylphenyl)-9H-thioxanthene CC1=C(C=CC=C1)C1=CC=CC=2CC3=CC=CC=C3SC12